(E)-3-(3-Ethoxy-4-hydroxyphenyl)-1-(2-fluorophenyl)prop-2-en-1-one C(C)OC=1C=C(C=CC1O)/C=C/C(=O)C1=C(C=CC=C1)F